The molecule is an aromatic amide obtained by formal condensation of the carboxy group of pyrazine-2-carboxylic acid with the amino function of 3',4'-difluoro[1,1'-biphenyl]-2-amine. It has a role as an antifungal agrochemical. It is a monocarboxylic acid amide, an aromatic amide, a member of pyrazines, a member of biphenyls, a difluorobenzene and an organofluorine pesticide. C1=CC=C(C(=C1)C2=CC(=C(C=C2)F)F)NC(=O)C3=NC=CN=C3C(F)(F)F